C12=NC=C(CC1)C2 Azanorbornenen